Tert-butyl 6-(2-aminoethoxy)-2-azaspiro[3.3]heptane-2-carboxylate NCCOC1CC2(CN(C2)C(=O)OC(C)(C)C)C1